P(=O)(OCOC1=C(C(=CC(=C1)CCCCC)O)C1=CC(=CC=C1)C)(OC)OC1=CC=CC=C1 ((6-hydroxy-3'-methyl-4-pentyl-[1,1'-biphenyl]-2-yl)oxy)methyl methyl phenyl phosphate